ClC1=CC(=CNC1=O)C(=O)O[Li] lithio 5-chloro-6-oxo-1,6-dihydropyridine-3-carboxylate